1-(2-((2-chlorophenethyl)sulfonyl)-2-azaspiro[3.3]hept-6-yl)-3-(4-methoxybenzyl)urea ClC1=C(CCS(=O)(=O)N2CC3(C2)CC(C3)NC(=O)NCC3=CC=C(C=C3)OC)C=CC=C1